C[Si](C)(C)C(C1=CC=2C(=NC=CC2)N1)OCC 2-(trimethylsilyl(ethoxy)methyl)-1H-pyrrolo[2,3-b]pyridine